(N-[4-amino-5-[4-[2-(2,2-dimethylpropylamino)-2-oxo-ethoxy]benzoyl]thiazol-2-yl]-4-fluoro-anilino)propanamide NC=1N=C(SC1C(C1=CC=C(C=C1)OCC(=O)NCC(C)(C)C)=O)N(C1=CC=C(C=C1)F)C(C(=O)N)C